ClC1=C(C=CC=C1)N1C=2N(C3=C(C1=O)C=NC(=N3)NC3=CC=C(C=C3)C3SCC(N3C(C)C)=O)C=CN2 6-(2-chlorophenyl)-2-({4-[4-oxo-3-(propan-2-yl)-1,3-thiazolidin-2-yl]phenyl}amino)imidazo[1,2-a]pyrimido[5,4-e]pyrimidin-5(6H)-one